[(3R,9aS)-3-(3-chloro-4-fluoro-phenyl)-3,4,6,7,9,9a-hexahydro-1H-pyrazino[2,1-c][1,4]oxazin-8-yl]-[2-chloro-3-(1,5-dimethylpyrazol-4-yl)phenyl]methanone ClC=1C=C(C=CC1F)[C@@H]1CN2[C@H](CO1)CN(CC2)C(=O)C2=C(C(=CC=C2)C=2C=NN(C2C)C)Cl